CN(C(CNS(=O)(=O)C1=CC=C2C=CNC2=C1)C=1C=C2C=NNC2=CC1)C N-(2-(dimethylamino)-2-(1H-indazol-5-yl)ethyl)-1H-indole-6-sulfonamide